C1(CCC1)CNCC=1C=C(C2=C(N=C(O2)C=2C=C(C=CC2)C2=C(C=C(C=C2)F)C2=NN=CN2C)C1)OC 1-cyclobutyl-N-((2-(4'-fluoro-2'-(4-methyl-4H-1,2,4-triazol-3-yl)-[1,1'-biphenyl]-3-yl)-7-methoxybenzo[d]oxazol-5-yl)methyl)methylamine